N-(2-(2-chloropyridin-4-yl)-3-methylbutan-2-yl)-N,2-dimethylpropane-2-sulfinamide ClC1=NC=CC(=C1)C(C)(C(C)C)N(S(=O)C(C)(C)C)C